5-(3,3-difluoropiperidine-1-carboxamido)-1-(2-((2R,4R)-4-fluoro-2-((R)-1-hydroxy-2-(6-methylpyridin-2-yl)ethyl)pyrrolidin-1-yl)-2-oxoethyl)-1H-indole-3-carboxamide FC1(CN(CCC1)C(=O)NC=1C=C2C(=CN(C2=CC1)CC(=O)N1[C@H](C[C@H](C1)F)[C@@H](CC1=NC(=CC=C1)C)O)C(=O)N)F